NC(C(=O)NCC=1SC=C2C1CN(C2=O)C2C(NC(CC2)=O)=O)C2=CC=C(C=C2)C 2-amino-N-((5-(2,6-dioxopiperidin-3-yl)-4-oxo-5,6-dihydro-4H-thieno[3,4-c]pyrrol-1-yl)methyl)-2-(p-tolyl)acetamide